ethyl 4-(4-aminobutanamido)-1H-imidazole-2-carboxylate NCCCC(=O)NC=1N=C(NC1)C(=O)OCC